N=1C=NN2C1C=C(C=C2)OC2=C(C=C(C=C2)NC=2C=1N(N=CC2C#N)C=CC1C1CN(C1)C(=O)OC(C)(C)C)C tert-butyl 3-(4-((4-([1,2,4]triazolo[1,5-a]pyridin-7-yloxy)-3-methylphenyl)amino)-3-cyanopyrrolo[1,2-b]pyridazin-5-yl)azetidine-1-carboxylate